(Z)-1-((3aS,6R,7R,8aS)-6,8,8-trimethyloctahydro-3H-3a,7-methanoazulen-3-ylidene)propan-2-one C[C@@H]1CC[C@@]23\C(\CC[C@H]2C([C@@H]1C3)(C)C)=C/C(C)=O